5-methyl-3-oxido-1H-imidazol-3-ium-4-carboxamide CC1=C([N+](=CN1)[O-])C(=O)N